ClC1=CC=C(C=C1)C=1N=CN(C1C1=CC=NC=C1)CC(=O)N1CCC2(CNC2)CC1 2-[4-(4-chlorophenyl)-5-(4-pyridyl)imidazol-1-yl]-1-(2,7-diazaspiro[3.5]non-7-yl)ethanone